O=C1NC(CCC1C1=COC2=C1C=C(C=C2)C#CCNC(C2=NC=C(C=C2)C=2N=CC1=C(OCCN1C1=CC3=C(N(C(O3)=O)C)C=C1)N2)=O)=O N-(3-(3-(2,6-dioxo-piperidin-3-yl)benzofuran-5-yl)prop-2-yn-1-yl)-5-(5-(3-methyl-2-oxo-2,3-dihydrobenzo[d]oxazol-6-yl)-6,7-dihydro-5H-pyrimido[4,5-b][1,4]oxazin-2-yl)picolinamide